NC=1N=NC(=CC1N1CCN(CCC1)C(=O)OC(C)(C)C)C1=C(C=CC=C1)O tert-butyl 4-(3-amino-6-(2-hydroxyphenyl) pyridazin-4-yl)-1,4-diazepan-1-carboxylate